C(=C)B(O)O vinylboranediol